C(C)N1C[C@H](C[C@H](C1)C)OC=1C=C2CN(C(C2=CC1)=O)[C@H]1C(NC(CC1)=O)=O (R)-3-(5-(((3S,5R)-1-ethyl-5-methylpiperidin-3-yl)oxy)-1-oxoisoindolin-2-yl)piperidine-2,6-dione